1-(4-(trifluoromethyl)phenyl)imidazolidin-2-one FC(C1=CC=C(C=C1)N1C(NCC1)=O)(F)F